(2,5-dioxopyrrolidin-1-yl) hexadecanoate C(CCCCCCCCCCCCCCC)(=O)ON1C(CCC1=O)=O